3-(2,2,2-trifluoroethyl)-2,5-dihydro-1H-pyrrole-1-carboxamide FC(CC=1CN(CC1)C(=O)N)(F)F